isophthalic acid (n-hexyl) (iso-decyl) ester C(CCCCCCC(C)C)OC(C=1C=C(C(=O)OCCCCCC)C=CC1)=O